CC1CC(C1)(O)O 3-methylcyclobutane-1,1-diol